N1=CC=C2N1C=C(C=C2)C(C)=O 1-(pyrazolo[1,5-a]pyridin-6-yl)ethan-1-one